(4-pyridylvinyl-phenyl)ethylene N1=CC=C(C=C1)C=CC1=C(C=CC=C1)C=C